[N+](=O)([O-])C1=CC=C2C3=CC=CC4=CC=CC(C2=C1)=C43 9-nitrofluoranthene